C(C)OCCCOC1=CC=C2C=C(C(=C(C2=C1)F)N1CC(NS1(=O)=O)=O)O 5-[7-(3-ethoxypropoxy)-1-fluoro-3-hydroxynaphthalen-2-yl]-1λ6,2,5-thiadiazolidine-1,1,3-trione